FC1=NC=CC=C1C1=C2N=C(N(C2=NC=N1)C1OCCCC1)OCCN(C)C 2-((6-(2-fluoropyridin-3-yl)-9-(tetrahydro-2H-pyran-2-yl)-9H-purin-8-yl)oxy)-N,N-dimethylethan-1-amine